C(C(C)C)OC(=O)N(CCC)C(C(=O)[O-])(C(CC)C)C ((isobutoxycarbonyl)(propyl)amino)-2,3-dimethylpentanoate